CC1=C(N=C2N1CCOC1=C2C=CC(=C1)N[C@H](C(=O)N)C)N1C(OC[C@H]1C(F)(F)F)=C=O (S)-2-((3-methyl-2-((S)-2-carbonyl-4-(trifluoromethyl)oxazolidin-3-yl)-5,6-dihydrobenzo[f]imidazo[1,2-d][1,4]oxazepin-9-yl)amino)propanamide